C(C)(C)N1N=C(C(=C1C)O)C1=CC(=CC=C1)OCCC 1-isopropyl-3-(3-propoxyphenyl)-5-methylpyrazole-4-ol